phosphinoboron nitrogen [N].P[B]